carbazol-3-yl-boric acid C1=CC(=CC=2C3=CC=CC=C3NC12)OB(O)O